3-((3-((4-(6-((5-fluoro-4-(4-fluoro-1-isopropyl-2-methyl-1H-benzo[d]imidazol-6-yl)pyrimidin-2-yl)amino)pyridin-3-yl)piperazin-1-yl)methyl)phenyl)amino)piperidine-2,6-dione FC=1C(=NC(=NC1)NC1=CC=C(C=N1)N1CCN(CC1)CC=1C=C(C=CC1)NC1C(NC(CC1)=O)=O)C=1C=C(C2=C(N(C(=N2)C)C(C)C)C1)F